tert-Butyl 4-((2-(3-((cyclopropylmethyl)amino)-4-(methoxycarbonyl)phenyl)-4-(3,3,3-trifluoropropyl)piperazin-1-yl)methyl)-5-methoxy-7-methylindole-1-carboxylate C1(CC1)CNC=1C=C(C=CC1C(=O)OC)C1N(CCN(C1)CCC(F)(F)F)CC1=C2C=CN(C2=C(C=C1OC)C)C(=O)OC(C)(C)C